O=C1NC(CCC1N1C(C2=CC=C(C=C2C1=O)C#N)=O)=O 2-(2,6-Dioxopiperidin-3-yl)-1,3-dioxoisoindoline-5-carbonitrile